FC(C(=O)OCC)(C=1C2=C(N=CN1)N(C=C2)COCC[Si](C)(C)C)F ethyl 2,2-difluoro-2-(7-((2-(trimethylsilyl) ethoxy)methyl)-7H-pyrrolo[2,3-d]pyrimidin-4-yl)acetate